4-(4-(4-(hex-1-yn-1-yl)phenyl)-3,6-dihydropyridin-1(2H)-yl)-N-hydroxy-2-methyl-2-(methylsulfonyl)butanamide C(#CCCCC)C1=CC=C(C=C1)C=1CCN(CC1)CCC(C(=O)NO)(S(=O)(=O)C)C